allyl-tris-(2-methoxyethoxy)silane C(C=C)[Si](OCCOC)(OCCOC)OCCOC